1-((p-toluenesulfonyloxy)methyl)cyclobutane-1-carboxylic acid methyl ester COC(=O)C1(CCC1)COS(=O)(=O)C1=CC=C(C)C=C1